(±)-(1R,2S,3R)-3-((5-(hydroxymethyl)-2-(methylsulfanyl)pyrimidin-4-yl)amino)-2-methylcyclopentane-1-ol OCC=1C(=NC(=NC1)SC)N[C@H]1[C@@H]([C@@H](CC1)O)C |r|